OC1(CCN(CC12CCCC2)C([C@@H](CC(F)(F)F)C)=O)CN2C(COC(C2)C)=O 4-((10-Hydroxy-7-((R)-4,4,4-trifluoro-2-methylbutanoyl)-7-azaspiro[4.5]decan-10-yl)methyl)-6-methylmorpholin-3-one